ONC(\C=C\C1=C(C=CC=C1)C(=O)N1CCCC1)=O (E)-N-hydroxy-3-(2-(pyrrolidine-1-carbonyl)phenyl)acrylamide